CN(C)C=NC(C(C)NC(C1=CC(=CC(=C1)C(F)(F)F)C(F)(F)F)=O)=O N-[2-[dimethylamino-methyleneamino]-1-methyl-2-oxo-ethyl]-3,5-bis(trifluoromethyl)benzamide